C(CCCCCCC\C=C/C\C=C/CCCCC)(=O)OCC(OC(CCCCCCC\C=C/C\C=C/CCCCC)=O)CO glycerol 1,2-dilinoleate